C(C)(C)(C)OC(C1=C(C=CC=C1)NC(C)C=1C=C(C=C2C(C(=C(OC12)SCC)C)=O)F)=O 2-[1-(2-ethylsulfanyl-6-fluoro-3-methyl-4-oxo-chromen-8-yl)ethylamino]benzoic acid tert-butyl ester